CC=1OC2=C(C1C(=O)O)C=C(C=C2)OCC=2SC=CC2 2-methyl-5-(thiophen-2-ylmethoxy)benzofuran-3-carboxylic acid